ClC1=NC2=NC=CC=C2C(=C1)OC 2-chloro-4-methoxy-1,8-naphthyridine